CNCCN(CCN(CCNC)C)C N,N',N'',N'''-tetramethyltriethylenetetramine